4-((3-chloro-2-fluorophenyl)amino)-7-methoxyquinazolin ClC=1C(=C(C=CC1)NC1=NC=NC2=CC(=CC=C12)OC)F